C1(CCC1)C=1C(=NN(C1NC(=O)C1CC2(C1)CCC2)C)C2=CC=C(C=C2)F N-(4-cyclobutyl-3-(4-fluorophenyl)-1-methyl-1H-pyrazol-5-yl)spiro[3.3]heptane-2-carboxamide